1-(azetidin-3-ylmethyl)-2-methyl-1H-indazole N1CC(C1)CN1N(CC2=CC=CC=C12)C